C(C=C)(=O)N1CC2(CN(C2)C2=CC=C(C=C2)C=2C=3N(C=C(C2)C=2C=NN(C2)C2COC2)N=CC3C#N)C1 4-(4-(6-propenoyl-2,6-diazaspiro[3.3]heptan-2-yl)phenyl)-6-(1-(oxetan-3-yl)-1H-pyrazol-4-yl)pyrazolo[1,5-a]pyridine-3-carbonitrile